C1NCC12CCNCC2 2,7-diaza-spiro[3.5]nonane